OC1=C(C(N(C2=CC=CC=C12)CC(C)C)=O)C(=O)NC1=C(C=CC=C1)C 4-hydroxy-1-isobutyl-2-oxo-N-(o-tolyl)-1,2-dihydroquinoline-3-carboxamide